C1C2CC3CC1CC3(C2)C(=O)O 3-noradamantanecarboxylic acid